Cl.N1C=NC=C1CN1CCC(CC1)CN1N=CC=C(C1=O)C1=CC=CC=C1 2-{[1-(1H-imidazol-5-ylmethyl)piperidin-4-yl]methyl}-4-phenyl-2,3-dihydropyridazin-3-one hydrochloride